dibenzoyl-methyl-europium C(C1=CC=CC=C1)(=O)[Eu](C)C(C1=CC=CC=C1)=O